C(=CCCCCCCCCCCCCCCCC)N1C(=C(C(C2=C(C=C(C=C12)OC(=O)C(C)(C)C)OC(=O)C(C)(C)C)=O)OC(=O)C(C)(C)C)C1=CC(=C(C=C1)OC(=O)C(C)(C)C)OC N-octadecenyl-2-(3-methoxy-4-(t-butylcarbonyloxy)-phenyl)-3,5,7-tri-(t-butylcarbonyloxy)-quinolin-4-one